C(#N)COC(COC1=NC=CC=C1OC1=C(C=C(C(=C1)N1C(N(C(=CC1=O)C(F)(F)F)C)=O)F)Br)=O cyanomethyl-[(3-(2-bromo-4-fluoro-5-[3-methyl-2,6-dioxo-4-(trifluoromethyl)-3,6-dihydropyrimidin-1(2H)-yl]phenoxy)pyridine-2-yl)oxy]acetate